N-(3-(4'-(3-(Dimethylamino)Propoxy)-4,5,5',6'-Tetrahydro-2H-Spiro[Furan-3,8'-Pyrano[3,4-b]Pyridin]-2'-yl)-1-Methyl-1H-Pyrrolo[2,3-c]Pyridin-5-yl)Acetamide CN(CCCOC1=C2C(=NC(=C1)C1=CN(C3=CN=C(C=C31)NC(C)=O)C)C3(OCC2)COCC3)C